ClC1=C(C(=O)OC)C=C(C(=C1)OC)[N+](=O)[O-] methyl 2-chloro-4-methoxy-5-nitrobenzoate